NC=1C=NC(=C(C#N)C1)N1N=CC=N1 5-amino-2-(2H-1,2,3-triazol-2-yl)nicotinonitrile